N-methyl-2-(p-tolyloxy)-N-(2-(p-tolyloxy)ethyl)ethan-1-amine CN(CCOC1=CC=C(C=C1)C)CCOC1=CC=C(C=C1)C